tert-butyl (S)-(6-(3-azido-2-methylpropyl)-2-chloro-7-methylthieno[3,2-d]pyrimidin-4-yl)(furan-2-ylmethyl)carbamate N(=[N+]=[N-])C[C@H](CC1=C(C=2N=C(N=C(C2S1)N(C(OC(C)(C)C)=O)CC=1OC=CC1)Cl)C)C